17-(acetoxy)-3-Methoxy-20-oxo-pregna-3,5-diene-6-carboxaldehyde C(C)(=O)O[C@]1(C(C)=O)CC[C@H]2[C@@H]3CC(=C4C=C(CC[C@]4(C)[C@H]3CC[C@]12C)OC)C=O